tert-butyl (R)-6-(allyloxy)-4-(4-methoxybenzyl)-3-oxo-1,4-diazepane-1-carboxylate C(C=C)O[C@@H]1CN(C(CN(C1)C(=O)OC(C)(C)C)=O)CC1=CC=C(C=C1)OC